cycloheptyne C1#CCCCCC1